C(C)(C)(C)OC(=O)N([C@@H](CN(C([C@@H](CC(=O)OC(C)(C)C)N(C)C)=O)C)CC1=CC=C(C=C1)Cl)C Tert-butyl (R)-4-(((R)-2-((tert-butoxycarbonyl) (methyl) amino)-3-(4-chlorophenyl) propyl) (methyl)-amino)-3-(dimethylamino)-4-oxobutanoate